ClC=1C=CC(=NC1)NC(\C(=C\C=1SC=C(C1)C1=CC=CC2=CC=CC=C12)\C#N)=O (E)-N-(5-chloropyridin-2-yl)-2-cyano-3-(4-(naphthalen-1-yl)thiophen-2-yl)acrylamide